Cl.BrC=1C=C2C=NN(C2=CC1)C=1C(=NC=CC1)[C@H](CC1=NC(=CC=C1F)S(=O)(=O)C)N (S)-1-[3-(5-Bromo-1H-indazole-1-yl)pyridine-2-yl]-2-(3-fluoro-6-methylsulfonylpyridine-2-yl)ethan-1-amine hydrochloride